4-((difluoromethoxy)methyl)-3-fluorobenzonitrile FC(OCC1=C(C=C(C#N)C=C1)F)F